CSC1=C(C=CC=C1)P(N(C1=CC=CC=C1)P(C1=CC=C(C=C1)[Si](CCCC)(CCCC)CCCC)C1=C(C=CC=C1)SC)C1=CC=C(C=C1)[Si](CCCC)(CCCC)CCCC 1-(2-(methylthio)phenyl)-N-((2-(methylthio)phenyl)(4-(tributylsilyl)phenyl)phosphaneyl)-N-phenyl-1-(4-(tributylsilyl)phenyl)phosphanamine